C(=O)(OC)C1=NC=CC=C1 carbomethoxypyridine